C(C)(C)OC(=O)C1(CC(C1)(OC)OC)C(=O)OC(C)C 3,3-dimethoxy-cyclobutane-1,1-dicarboxylic acid diisopropyl ester